3-T-butylsalicylaldehyde C(C)(C)(C)C1=C(C(C=O)=CC=C1)O